CC1(C[C@@H]2SCC[C@@H](C(N2[C@@H]1C(=O)N[C@@H]1CCCC2=CC=CC=C12)=O)NC([C@H](C)NC)=O)C (1R,2R)-1-[(4S,7S,9aS)-8,8-dimethyl-4-[(2S)-2-(methylamino)-propanamido]-5-oxo-octahydropyrrolo[2,1-b][1,3]thiazepine-7-amido]-1,2,3,4-tetra-hydronaphthalene